NC1=CC=CC(=N1)S(=O)(=O)NC(=O)C=1C(=NC(=CC1)C1=CC(=CC(=C1)OCC(C)C)F)N1C[C@@H]2CC[C@H]1C2 N-[(6-Amino-2-pyridyl)sulfonyl]-2-[(1R,4S)-3-azabicyclo[2.2.1]heptan-3-yl]-6-(3-fluoro-5-isobutoxyphenyl)pyridin-3-carboxamid